C(C)(C)(C)OC(=O)N[C@H](CCC=1C=C(C=CC1)CCCCCC(=O)O)CCC(N)=O 6-[3-[(3R)-3-[(tert-butoxycarbonyl)amino]-5-carbamoylpentyl]phenyl]hexanoic acid